NC1=C(C=C(C=C1)C1=CC=C(C=C1)F)NC(C1=CC=C(C=C1)[S@@](=O)(=N)C1=NC=CC=C1)=O |o1:22| rel-(S)-N-[2-amino-5-(4-fluorophenyl)phenyl]-4-(2-pyridylsulfonimidoyl)benzamide